C(C=C)(=O)ONOSNC1=CC=C(C=C1)OCC ((4-ethoxyanilino) thiooxyamino) acrylate